CN(CCC[Si](OC)(OC)OC)C (3-Dimethylaminopropyl)-trimethoxysilan